(S)-3-((S)-sec-butyl)-4-((S)-tetrahydrofuran-2-carbonyl)-1,3,4,5-tetrahydro-2H-benzo[e][1,4]diazepin-2-one [C@H](C)(CC)[C@@H]1N(CC2=C(NC1=O)C=CC=C2)C(=O)[C@H]2OCCC2